CC1(OC2=C(C=C(C=C2C=C1)C=CC(=O)NC1=CC=C(C=C1)OC)C1=CC=NC=C1)C 3-[2,2-dimethyl-8-(pyridin-4-yl)-2H-chromen-6-yl]-N-(4-methoxyphenyl)acrylamide